Nα-acetyl-L-glutamic acid C(C)(=O)N[C@@H](CCC(=O)O)C(=O)O